Tetrapropylene Glycol Diglycidyl Ether C(C1CO1)OC(C)COC(C)COC(C)COC(C)COCC1CO1